BrC=1C=C2N(C=CNC2=O)C1C 7-bromo-6-methylpyrrolo[1,2-a]pyrazin-1(2H)-one